4-((5-(5-chloro-6-(2-chloroethoxy)-7-cyano-1,2,3,4-tetrahydronaphthalen-1-yl)pyridin-2-yl)oxy)butyl 4-methylbenzenesulfonate CC1=CC=C(C=C1)S(=O)(=O)OCCCCOC1=NC=C(C=C1)C1CCCC2=C(C(=C(C=C12)C#N)OCCCl)Cl